IC=1C2=CC3=C(OCO3)C=C2C=CC1C1=C(C=C(C(=C1)OC)OC)OC 5-iodo-6-(2,4,5-trimethoxyphenyl)naphtho[2,3-d][1,3]dioxolane